ClC=1C(=NC2=CC=CC=C2C1)SC chloro-2-(methylthio)quinolin